Trans-2-(2-(2-(2,3-dihydrobenzofuran-5-yl)ethyl)-1,3-dithian-2-yl)-3-phenyl-4-(p-tolyl)cyclobut-2-ene-1-carboxylic acid methyl ester COC(=O)[C@@H]1C(=C([C@H]1C1=CC=C(C=C1)C)C1=CC=CC=C1)C1(SCCCS1)CCC=1C=CC2=C(CCO2)C1